P(=O)(OC[C@H]1O[C@@]([C@@H]([C@@H]1O)O)(C#N)C1=CC=C2C(=NC=NN21)N)(OC[C@@H](COCCCCCCCCCCCCCCCCCC)OCC2=C(C=CC=C2)F)O ((2R,3s,4R,5R)-5-(4-aminopyrrolo[2,1-f][1,2,4]triazin-7-yl)-5-cyano-3,4-dihydroxytetrahydrofuran-2-yl)methyl ((R)-2-((2-fluorobenzyl)oxy)-3-(octadecyloxy)propyl) hydrogen phosphate